FC=1C=C(C=CC1B1OC(C(O1)(C)C)(C)C)N1[C@H](COCC1)C (S)-4-(3-fluoro-4-(4,4,5,5-tetramethyl-1,3,2-dioxaborolan-2-yl)phenyl)-3-methylmorpholine